ClC=1C=CC=2C(=C3N(C2C1C=1C(=NC=NC1C)C)[C@@H](CN(C3=O)C3=CC=C(C=1C=CC=NC31)C(=O)O)C)CCCOC3=CC(=C(C(=C3)C)Cl)C 8-[(4R)-7-chloro-10-[3-(4-chloro-3,5-dimethyl-phenoxy)propyl]-6-(4,6-dimethylpyrimidin-5-yl)-4-methyl-1-oxo-3,4-dihydropyrazino[1,2-a]indol-2-yl]quinoline-5-carboxylic Acid